(2S,3R)-3-(5-chloro-2-pyrimidinyl)-N-(4-(2,6-dimethoxyphenyl)-5-((2-oxo-1(2H)-pyridinyl)methyl)-4H-1,2,4-triazol-3-yl)-2-butanesulfonamide ClC=1C=NC(=NC1)[C@H]([C@H](C)S(=O)(=O)NC1=NN=C(N1C1=C(C=CC=C1OC)OC)CN1C(C=CC=C1)=O)C